1-(1-ethyl-5-(3-methylmorpholino)-3-(1H-pyrazol-3-yl)-1H-pyrazolo[4,3-b]pyridin-7-yl)cyclopropanecarbonitrile C(C)N1N=C(C2=NC(=CC(=C21)C2(CC2)C#N)N2C(COCC2)C)C2=NNC=C2